N1CCC(CC1)C=1C=C(C=CC1)C1C(NC(CC1)=O)=O 3-[3-(4-piperidyl)phenyl]piperidine-2,6-dione